1,3,4,6-tetra-O-acetyl-2-amino-2-deoxy-β-D-glucopyranose C(C)(=O)O[C@H]1[C@@H]([C@@H](OC(C)=O)[C@H](OC(C)=O)[C@H](O1)COC(C)=O)N